N1C=C(C2=CC=CC=C12)C=1CCN(CC1)CCC(=O)C=1C=C2C=CN(C2=CC1)C(C)=O 3-(4-(1H-indol-3-yl)-3,6-dihydropyridin-1(2H)-yl)-1-(1-acetylindol-5-yl)propan-1-one